isopropyl (3-(thiazol-2-yl)bicyclo[3.2.1]oct-8-yl)carbamate S1C(=NC=C1)C1CC2CCC(C1)C2NC(OC(C)C)=O